Allyl 5-(((benzylamino)(((S)-1-isopropoxy-1-oxopropan-2-yl)amino)phosphoryl)methyl)benzo[b]thiophene-2-carboxylate C(C1=CC=CC=C1)NP(=O)(N[C@H](C(=O)OC(C)C)C)CC1=CC2=C(SC(=C2)C(=O)OCC=C)C=C1